3-Methyl-2-{7-[(3R)-piperidin-3-yl]-6,7-dihydro-5H-pyrrolo[2,3-c]pyridazin-3-yl}-5-(trifluoromethyl)phenol dihydrochloride Cl.Cl.CC=1C(=C(C=C(C1)C(F)(F)F)O)C1=CC2=C(N=N1)N(CC2)[C@H]2CNCCC2